ClC1=C(C=C2C(=C(NC2=C1F)C1=NNC(=N1)C(C)F)C=1C=NNC1)OC 6-chloro-7-fluoro-2-(5-(1-fluoroethyl)-1H-1,2,4-triazol-3-yl)-5-methoxy-3-(1H-pyrazol-4-yl)-1H-indole